9-decene CCCCCCCCC=C